tert-butyl 4-[[3-(tert-butylsulfamoyl)-4-[2-[5-(isopropoxycarbonylamino)-3-methoxy-2-pyridyl]thiazol-5-yl]phenyl]carbamoyloxymethyl]piperidine-1-carboxylate C(C)(C)(C)NS(=O)(=O)C=1C=C(C=CC1C1=CN=C(S1)C1=NC=C(C=C1OC)NC(=O)OC(C)C)NC(=O)OCC1CCN(CC1)C(=O)OC(C)(C)C